5-{1-fluoro-3-hydroxy-7-[methyl(3-methylbutyl)amino]-5,6,7,8-tetrahydronaphthalen-2-yl}-1λ6,2,5-thiadiazolidine-1,1,3-trione FC1=C(C(=CC=2CCC(CC12)N(CCC(C)C)C)O)N1CC(NS1(=O)=O)=O